bis(trifluoromethyl)pentan-3-one FC(F)(F)C(C(C(C)C(F)(F)F)=O)C